9-(1-acryloylpiperidin-4-yl)-3-(2-fluorophenyl)-8-methoxy-1H-pyrimido[4,5,6-de]quinazolin-2(3H)-one C(C=C)(=O)N1CCC(CC1)C=1C(=CC=2C3=C(N(C(NC13)=O)C1=C(C=CC=C1)F)N=CN2)OC